4-fluoro-2-((4-fluoro-2-isopropylphenyl)-amino)benzoic acid FC1=CC(=C(C(=O)O)C=C1)NC1=C(C=C(C=C1)F)C(C)C